O1C(=NN=C1)N1CC2(C1)OC[C@H](C2)N2CCC(CC2)C2=C(C=CC=C2)O[C@H]2COCC2 (S)-2-(1,3,4-oxadiazol-2-yl)-7-(4-(2-(((R)-tetrahydrofuran-3-yl)oxy)phenyl)piperidin-1-yl)-5-oxa-2-azaspiro[3.4]octane